ClC1=CC2=C3C=4N(C[C@H](OC4N=C2C(=C1C1=C2C=NNC2=CC=C1C)F)CN1CCCC1)C([C@H]1CN[C@@H](CN13)C)=O (2R,4aR,7R)-12-chloro-10-fluoro-2-methyl-11-(5-methyl-1H-indazol-4-yl)-7-(Pyrrolidin-1-ylmethyl)-2,3,4,4a,6,7-hexahydro-8-oxa-3,5a,9,13c-tetraazanaphtho[3,2,1-de]anthracene-5(1H)-one